methyl 1-benzyl-5-bromopyrazole-3-carboxylate C(C1=CC=CC=C1)N1N=C(C=C1Br)C(=O)OC